N-(2-(4-(3-chloro-4-((3,5-difluoropyridin-2-yl)methoxy-d2)-5',6-dimethyl-2-carbonyl-2H-[1,4'-bipyridin]-2'-yl)thiazol-2-yl)propan-2-yl)acetamide ClC=1C(N(C(=CC1OC([2H])([2H])C1=NC=C(C=C1F)F)C)C1=CC(=NC=C1C)C=1N=C(SC1)C(C)(C)NC(C)=O)=C=O